3-(((S)-oxetan-2-yl)methyl)-3H-imidazo[4,5-b]pyridine-5-carboxylic acid O1[C@@H](CC1)CN1C=NC=2C1=NC(=CC2)C(=O)O